(difluoromethoxy)benzaldehyde C1=CC=C(C(=C1)C=O)OC(F)F